5-chloro-2-(2-methoxyphenyl)thiazole-4-carboxylic acid methyl ester COC(=O)C=1N=C(SC1Cl)C1=C(C=CC=C1)OC